C1(CC1)[C@H](C)NC(=O)C1=CC(=NN1CC(C(F)(F)F)O)C=1C=C(C=CC1)C=1OC(=CN1)C(=O)N[C@H](C(=O)OC)C(C)C (2S)-methyl 2-(2-(3-(5-(((S)-1-cyclopropylethyl)carbamoyl)-1-(3,3,3-trifluoro-2-hydroxypropyl)-1H-pyrazol-3-yl)phenyl)oxazole-5-carboxamido)-3-methylbutanoate